4-methyl-3-(1-methyl-6-(pyridin-3-yl)-1H-pyrazolo[3,4-d]pyrimidin-4-ylamino)-N-(3-(trifluoromethyl)phenyl)-benzamide CC1=C(C=C(C(=O)NC2=CC(=CC=C2)C(F)(F)F)C=C1)NC1=C2C(=NC(=N1)C=1C=NC=CC1)N(N=C2)C